NC1=NC(=CC(=N1)N1CCC2(C[C@H](NC2)C(=O)O)CC1)O[C@@H](C(F)(F)F)C1=C(C=C(C=C1)Cl)C1=CC(=CC=C1)C(=O)N1CCCC1 (S)-8-(2-amino-6-((R)-1-(5-chloro-3'-(pyrrolidine-1-carbonyl)-[1,1'-biphenyl]-2-yl)-2,2,2-trifluoroethoxy)pyrimidin-4-yl)-2,8-diazaspiro[4.5]decane-3-carboxylic acid